5-(2-((1-phenyl-1H-indazol-6-yl)oxy)ethyl)pyridin-2-amine C1(=CC=CC=C1)N1N=CC2=CC=C(C=C12)OCCC=1C=CC(=NC1)N